3,5-dimethoxypyridin-2-ylamine COC=1C(=NC=C(C1)OC)N